acryl phosphonate P(OC(=O)C=C)([O-])=O